(R)-N-(2-chloro-4-(3-methylmorpholinyl)thieno[3,2-d]pyrimidin-7-yl)-N-isopropyl-methyl-Sulfonamide ClC=1N=C(C2=C(N1)C(=CS2)N(S(=O)(=O)C)C(C)C)N2[C@@H](COCC2)C